COC1=CC=C(CN(C2=CC(=C(C(=N2)C2=C(C(=C3C(NC=NC3=C2)=O)OCCNCC=2C=NC=C(C2)SC)Cl)C(F)(F)F)C)CC2=CC=C(C=C2)OC)C=C1 7-(6-(bis(4-methoxybenzyl)amino)-4-methyl-3-(trifluoromethyl)pyridin-2-yl)-6-chloro-5-(2-(((5-(methylthio)pyridin-3-yl)methyl)amino)ethoxy)quinazolin-4(3H)-one